(3R,7S)-2-(3,4-dichlorobenzoyl)-N,3-dimethyl-10-oxo-9-((S*)-1-(4-(trifluoromethyl)thiazol-2-yl)ethyl)-1,2,3,4,7,8,9,10-octahydropyrido[4',3':3,4]pyrazolo[1,5-a]pyrazine-7-carboxamide ClC=1C=C(C(=O)N2CC=3C(=NN4C3C(N(C[C@H]4C(=O)NC)[C@@H](C)C=4SC=C(N4)C(F)(F)F)=O)C[C@H]2C)C=CC1Cl |o1:21|